O[C@H]1[C@H](CC12CCN(CC2)S(=O)(=O)N)[C@@H]2N1C(C3=CC=CC=C23)=CN=C1 (1S,2R)-1-Hydroxy-2-[(5S)-5H-imidazo[4,3-a]isoindol-5-yl]-7-azaspiro[3.5]nonan-7-sulfonamid